3-(4-amino-7-(4-methyl-oxazol-5-yl)-2-(pyridin-2-ylmethyl)-2H-[1,2,3]triazolo[4,5-c]pyridin-6-yl)benzonitrile NC1=NC(=C(C=2C1=NN(N2)CC2=NC=CC=C2)C2=C(N=CO2)C)C=2C=C(C#N)C=CC2